γ-Carboxy-glutamic acid C(=O)(O)C(C[C@H](N)C(=O)O)C(=O)O